CN1C(=N\C(\C2=C1C=NC(=C2)C2(C[C@H](N(CC2)C(C)=O)C)F)=N/[C@H](C)C2=C(C(=CC=C2)C(F)(F)F)C)C 1-((2R)-4-((Z)-1,2-dimethyl-4-(((R)-1-(2-methyl-3-(trifluoromethyl)-phenyl)ethyl)imino)-1,4-dihydropyrido[3,4-d]pyrimidin-6-yl)-4-fluoro-2-methylpiperidin-1-yl)ethan-1-one